tert-butyl (R)-3-((4-cyclopropyl-3-(2-methoxy-4-((trimethylsilyl)ethynyl)phenyl)-5-oxo-4,5-dihydro-1,2,4-triazin-6-yl)amino)piperidine-1-carboxylate C1(CC1)N1C(=NN=C(C1=O)N[C@H]1CN(CCC1)C(=O)OC(C)(C)C)C1=C(C=C(C=C1)C#C[Si](C)(C)C)OC